1-(2-(2,6-Dioxopiperidin-3-yl)-6-fluoro-1,3-dioxoisoindolin-5-yl)pyrrolidine-3-carbaldehyde O=C1NC(CCC1N1C(C2=CC(=C(C=C2C1=O)N1CC(CC1)C=O)F)=O)=O